C(C)(C)(C)OC(=O)N1C(CNCC1)C1=CC=C2CC(COC2=C1F)N (3-amino-8-fluorochroman-7-yl)piperazine-1-carboxylic acid tert-butyl ester